CC1=C(C(NC2=CC(=CC=C12)N1CCOCC1)=O)C1=NN(C(C1)C1=CC=C(C=C1)C)C(CC)=O 4-methyl-7-morpholino-3-(1-propionyl-5-(p-tolyl)-4,5-dihydro-1H-pyrazol-3-yl)quinolin-2(1H)-one